(2S,3S)-p-methylsulfonylphenyl-serine ethyl ester C(C)OC([C@@H](NC1=CC=C(C=C1)S(=O)(=O)C)CO)=O